ClC1=C(C=CC(=C1)NC(=O)C=1C=NN(C1C(F)(F)F)C1=C2C=CC=NC2=CC=C1)N1N=CC(=N1)C(=O)O 2-(2-chloro-4-(1-(quinolin-5-yl)-5-(trifluoromethyl)-1H-pyrazole-4-carboxamido)phenyl)-2H-1,2,3-triazole-4-carboxylic acid